OC12C(C=3C=C(SC3N=C2N(CC1)C1=CC=C(C=C1)OC(F)(F)F)C)=O 9-Hydroxy-5-methyl-12-[4-(trifluoromethoxy)phenyl]-4-thia-2,12-diazatricyclo[7.3.0.03,7]dodeca-1,3(7),5-trien-8-on